CC(CC=O)CCCC(=CC)C 3,7-dimethyl-non-7-enal